IC1=C(C=C(C=C1I)I)CC(=O)O 2,3,5-triiodophenylacetic acid